potassium 4-(methylsulfonyl)-piperazin CS(=O)(=O)N1CCNCC1.[K]